decanediol caprylate C(CCCCCCC)(=O)OC(CCCCCCCCC)O